(1S,5R)-3-(8-cyanoquinolin-5-yl)-N-(1-(pyridin-2-yl)piperidin-4-yl)-5-(trifluoromethyl)-3-azabicyclo[3.1.0]hexane-1-carboxamide C(#N)C=1C=CC(=C2C=CC=NC12)N1C[C@@]2(C[C@@]2(C1)C(F)(F)F)C(=O)NC1CCN(CC1)C1=NC=CC=C1